(2S,4R)-1-(2-(3-acetyl-5-(pyrazolo[1,5-a]pyrimidin-6-yl)-1H-indazol-1-yl)acetyl)-4-fluoro-N-(2-fluoro-3-(trifluoromethoxy)phenyl)pyrrolidine-2-carboxamide C(C)(=O)C1=NN(C2=CC=C(C=C12)C=1C=NC=2N(C1)N=CC2)CC(=O)N2[C@@H](C[C@H](C2)F)C(=O)NC2=C(C(=CC=C2)OC(F)(F)F)F